(4aR,8aS)-6-[4-[[4-(trifluoromethyl)phenyl]methyl]piperidine-1-carbonyl]-4,4a,5,7,8,8a-hexahydropyrido[4,3-b][1,4]oxazin-3-one FC(C1=CC=C(C=C1)CC1CCN(CC1)C(=O)N1C[C@@H]2[C@@H](OCC(N2)=O)CC1)(F)F